ClC1=NC=CC(=C1)OCC1CN(CC1)C1=NC=NC2=C1SC=1N=NC(=C(C12)C)C 8-[3-[(2-chloro-4-pyridyl)oxymethyl]pyrrolidin-1-yl]-3,4-dimethyl-pyrimido[4',5':4,5]thieno[2,3-c]pyridazine